O1C(CCCCC1)N oxepanamine